N-(3-(4-{[2-(Dimethylamino)ethyl]amino}-6-phenylfuro[2,3-d]pyrimidin-5-yl)phenyl)prop-2-enamide CN(CCNC=1C2=C(N=CN1)OC(=C2C=2C=C(C=CC2)NC(C=C)=O)C2=CC=CC=C2)C